O=C1NC(CCC1N1C(C2=CC=CC(=C2C1=O)NCCCCCNC(C1=C(C=C(C=C1)C=1C=NC=2N(N1)C(=CN2)CC=2C=C1C=CC=NC1=CC2)F)=O)=O)=O N-(5-((2-(2,6-dioxopiperidin-3-yl)-1,3-dioxoisoindolin-4-yl)amino)pentyl)-2-fluoro-4-(7-(quinolin-6-ylmethyl)imidazo[1,2-b][1,2,4]triazin-2-yl)benzamide